BrC1=CC=C(C=N1)NC([C@H](C1CCC(CC1)C)NC(OC(C)(C)C)=O)=O tert-butyl N-[(1S)-2-[(6-bromo-3-pyridyl)amino]-1-((1r,4S)-4-methylcyclohexyl)-2-oxo-ethyl]carbamate